CNC1COC1 3-methylaminooxacyclobutane